C(C)(C)(C)N(C(O)=O)C1CCN(CC1)C1=C(C=C(C=C1)NC=1N=C(C2=C(N1)SC=C2C)NC2=CC(=CC=C2)C(C)(C)O)OC.OC2=CC=C(C=C2)C(C)(C)C2=CC=C(C=C2)O BisPhenol A tert-butyl(1-(4-((4-((3-(2-hydroxypropan-2-yl)phenyl)amino)-5-methylthieno[2,3-d]pyrimidine-2-yl)amino)-2-methoxyphenyl)piperidin-4-yl)carbamate